O1C[C@H](CC1)OC(N[C@@H](CC(C)C)C(=O)N[C@H](C(C(NCC)=O)=O)CC1=CC=CC=C1)=O ((1S)-1-((((1S)-1-benzyl-2,3-dioxo-3-(ethylamino)propyl)amino)carbonyl)-3-methylbutyl)carbamic acid (3S)-tetrahydrofuran-3-yl ester